FC=1C=CC2=C(C=C(O2)C2=NN=C(O2)S)C1 5-(5-fluorobenzofuran-2-yl)-1,3,4-oxadiazole-2-thiol